1-(2,6-dichlorophenyl)-4-((6-(2-oxopiperidin-1-yl)pyridin-3-yl)amino)-1H-pyrazole-3-carboxamide ClC1=C(C(=CC=C1)Cl)N1N=C(C(=C1)NC=1C=NC(=CC1)N1C(CCCC1)=O)C(=O)N